C(C)(C)P(CCNCCP(C(C)C)C(C)C)C(C)C bis(2-(diisopropylphosphaneyl)ethyl)-amine